(S)-5-(3-methylmorpholino)-2-nitroaniline C[C@H]1COCCN1C=1C=CC(=C(N)C1)[N+](=O)[O-]